CC1=CC=C(C=C1)S(=O)(=O)N1C=NC=C1 1-p-methyl-benzenesulfonyl-imidazole